NC=1C(=NC=C(C1)C=1N=CN(C1)CC)C(=O)N1CCC(CC1)CN1CCN(CC1)CC(=O)N1CCN(CC1)C(=O)C=1C=C(C=CC1F)CC1=NNC(C2=CC=CC=C12)=O 4-[[3-[4-[2-[4-[[1-[3-amino-5-(1-ethylimidazol-4-yl)pyridine-2-carbonyl]-4-piperidyl]methyl]piperazin-1-yl]acetyl]piperazine-1-carbonyl]-4-fluoro-phenyl]methyl]-2H-phthalazin-1-one